C1(=CC=CC=2CCCCC12)C(C#N)(C1NCCNC1)C1=NC=NC2=CC=CC=C12 5,6,7,8-tetrahydronaphthalen-1-ylquinazolin-4-ylpiperazin-2-ylacetonitrile